4-(1-(cyclopropylmethyl)-2-formyl-1H-pyrrolo[2,3-c]pyridin-7-yl)piperidine-1-carboxylic acid tert-butyl ester C(C)(C)(C)OC(=O)N1CCC(CC1)C=1N=CC=C2C1N(C(=C2)C=O)CC2CC2